ClC1=C(C=C(C=C1)NC(OC1=CC=CC=C1)=O)S(=O)(=O)C(F)(F)F phenyl (4-chloro-3-((trifluoromethyl)sulfonyl)phenyl)carbamate